(S)-2-((S)-2-acetamido-3-(1H-indol-3-yl)propanamido)-6-Diazo-5-oxohexanoic acid C(C)(=O)N[C@H](C(=O)N[C@H](C(=O)O)CCC(C=[N+]=[N-])=O)CC1=CNC2=CC=CC=C12